N[C@@H]1C[C@H](N(C1)C1=NC(=CC(=C1C#N)C)C)C(=O)N(C=1C=C(C=CC1)C)CC (2S,4R)-4-amino-1-(3-cyano-4,6-dimethylpyridin-2-yl)-N-ethyl-N-(m-tolyl)pyrrolidine-2-carboxamide